5-chloro-1-iodo-N-(1-methylcyclopropyl)imidazo[1,5-a]pyridine-7-sulfonamide ClC1=CC(=CC=2N1C=NC2I)S(=O)(=O)NC2(CC2)C